COC1=CC(=NC=N1)CN(CC1=NC=NC(=C1)OC)C1CC1 N,N-bis((6-methoxypyrimidin-4-yl)methyl)cyclopropylamine